N-(tosyloxy)acetimidamide S(=O)(=O)(C1=CC=C(C)C=C1)ONC(C)=N